CCCCC/C=C\C/C=C\CCCCCCCC(=O)O[C@H](CC(=O)[O-])C[N+](C)(C)C DECADIENYLCARNITINE